CC1=C(C(=NO1)C=1C=NC(=CC1)C)CN1N=CC(=CC1=O)N1CCC2(CCOCC2)CC1 2-((5-methyl-3-(6-methylpyridin-3-yl)isoxazol-4-yl)methyl)-5-(3-oxa-9-azaspiro[5.5]undecan-9-yl)pyridazin-3(2H)-one